C1=CC=C(C(=C1)N=C=O)Cl Chlorophenylisocyanate